COC=1C(CC(=CC1)CCC)=S(=O)=O 1-(4-methoxy-3-sulfonylphenyl)propane